C(C)C1=C(C(C=2N=C3C(=NC2N1)OC(=C3)C)=O)N3CCN(CC3)C(=O)OC(C)(C)C tert-butyl 4-(7-ethyl-2-methyl-5-oxo-5,8-dihydrofuro[2,3-b]pyrido[3,2-e]pyrazin-6-yl)piperazine-1-carboxylate